urea-aluminum salt [Al].NC(=O)N